C1(CC1)C=1C(C2=CC=CC=C2C(C1CC1=NC=C(C=C1)F)=O)=O 2-cyclopropyl-3-((5-fluoropyridin-2-yl)methyl)naphthalene-1,4-dione